CCCCCCC/C=C\CCCCCCCC(=O)OC[C@H](COP(=O)(O)OC[C@@H](C(=O)O)N)OC(=O)CCCCCCC/C=C\C/C=C\CCCC 1-(9Z-heptadecenoyl)-2-(9Z,12Z-heptadecadienoyl)-glycero-3-phosphoserine